4-((6-(1H-pyrazol-4-yl)benzo[d]thiazol-2-yl)amino)-N-(pyrrolidin-3-yl)-6-pyrimidinecarboxamide N1N=CC(=C1)C1=CC2=C(N=C(S2)NC2=NC=NC(=C2)C(=O)NC2CNCC2)C=C1